FC1=NC=CC2=C1C[C@H]1CC[C@@H]2N1C(=O)NC1=CC=C(C=C1)C=1N=CSC1 (5S,8R)-1-fluoro-N-(4-(thiazol-4-yl)phenyl)-6,7,8,9-tetrahydro-5H-5,8-epiminocyclohepta[c]pyridine-10-carboxamide